CC1=C(C=CC=C1COC1=CC=C(S1)CN1C(CCCC1)C(=O)O)C1=CC=CC=C1 1-((5-((2-Methyl-[1,1'-biphenyl]-3-yl)methoxy)thiophen-2-yl)methyl)piperidine-2-carboxylic acid